C(C1=CC=CC=C1)N1[C@H]2CC(C[C@@H]1CC2)N2C(=CC1=CC=C(C=C21)C(=O)N)C(F)(F)F ((1R,3s,5S)-8-benzyl-8-azabicyclo[3.2.1]oct-3-yl)-2-(trifluoromethyl)-1H-indole-6-carboxamide